OC1=NC2=CC(=C3C(=NC4=CC(=C5C(=NC6=CC(=C1C1=C6C5=C4C3=C21)O)O)O)O)O 2,3,6,7,10,11-hexahydroxy-1,5,9-triazacoronen